FC(=C(OC(C(OC(C(OC(C(C#N)(F)F)(F)F)(C(F)(F)F)F)(F)F)(C(F)(F)F)F)(F)F)F)F perfluoro(11-cyano-5,8-dimethyl-3,6,9-trioxa-1-undecene)